CN(CCOC(=O)C1=C(C=C(C=C1)C1=CC(=C(C=C1)F)F)N1CC2=CC=C(C=C2C1=O)C(=O)O)C 2-[4-(2-Dimethylamino-ethoxycarbonyl)-3',4'-difluorobiphenyl-3-yl]-3-oxo-2,3-dihydro-1H-isoindole-5-carboxylic acid